R-beta-Hydroxybutyrat O[C@@H](CC(=O)[O-])C